Ditrimethylolpropan tetraacrylate C(C=C)(=O)O.C(C=C)(=O)O.C(C=C)(=O)O.C(C=C)(=O)O.C(O)C(CC)(CO)CO.C(O)C(CC)(CO)CO